FC1=C(C2=C(OCCO2)C=C1)N1CCN(CC1)F 6-Fluoro-5-(4-fluoropiperazin-1-yl)-2,3-dihydro-1,4-benzodioxine